C(C)(CC)O[Al].[Al] aluminum mono-sec-butoxyaluminum